OC1=C(C=CC=C1)C1=CC=C(O1)C(=O)NCCC1=CC=CC=C1 5-(2-hydroxyphenyl)-N-phenethylfuran-2-carboxamide